Natrium palmitoleat C(CCCCCCC\C=C/CCCCCC)(=O)[O-].[Na+]